2,6-dihydroxybenzoic acid hydrate O.OC1=C(C(=O)O)C(=CC=C1)O